N-methyl-3-(piperidin-1-yl)-5-(4,4,5,5-tetramethyl-1,3,2-dioxaborolan-2-yl)benzenesulfonamide CNS(=O)(=O)C1=CC(=CC(=C1)B1OC(C(O1)(C)C)(C)C)N1CCCCC1